1,3-bis(3-(2,2,2-trifluoroacetamido)-propyl)-1H-imidazol-3-ium bromide [Br-].FC(C(=O)NCCCN1C=[N+](C=C1)CCCNC(C(F)(F)F)=O)(F)F